C1(=CC=CC=C1)CC(=O)NC=1SC(=NN1)OCC1CCN(CC1)C=1SC(=NN1)NC(CC1=CC=CC=C1)=O 2-Phenyl-N-{5-[1-(5-phenylacetylamino-[1,3,4]thiadiazol-2-yl)-piperidin-4-ylmethoxy]-[1,3,4]thiadiazol-2-yl}-acetamide